BrC1=CC2=C(N=C(N=C2O)C)C=N1 6-bromo-2-methylpyrido[3,4-d]pyrimidin-4-ol